4-(1H-imidazol-1-yl)benzonitrile N1(C=NC=C1)C1=CC=C(C#N)C=C1